2'-((6-(Pyridin-2-ylamino)pyrimidin-4-yl)amino)spiro[cyclohexane-1,4'-thieno[2,3-c]pyrrol]-6'(5'H)-one N1=C(C=CC=C1)NC1=CC(=NC=N1)NC1=CC2=C(C(NC23CCCCC3)=O)S1